C(C)(=O)N N-Acetylamine